ClC1=C(C=CC=C1Cl)C1=NNC=2C1=NC=C(C2)C=2C=C(C=CC2)C(C)N 1-(3-(3-(2,3-dichlorophenyl)-1H-pyrazolo[4,3-b]pyridin-6-yl)phenyl)ethane-1-amine